1-[(3-fluorophenyl)methyl]indazol-5-amine FC=1C=C(C=CC1)CN1N=CC2=CC(=CC=C12)N